Cl.CN(CCN(C1=C(C=C(C=C1)NC1=NC=C(C(=N1)NC1=C(C=CC=C1)P(=O)(C)C)C)NC(C=C)=O)C)C N-(2-((2-(dimethylamino)ethyl)(methyl)amino)-5-((4-((2-(dimethylphosphoryl)phenyl)amino)-5-methylpyrimidin-2-yl)amino)phenyl)acrylamide hydrochloric acid salt